O(S(=O)(=O)C(F)(F)F)C=1COC2=CC=CC=C2C1 Chromen-3-yl triflate